IC1=CC=C(CNC(=O)[C@@H]2N(CCN(C2)C=2C=3C(N=CN2)=NN(C3)C3=CC=C(C=C3)C)C)C=C1 (R)-N-(4-iodobenzyl)-1-methyl-4-(2-(p-tolyl)-2H-pyrazolo[3,4-d]pyrimidin-4-yl)piperazine-2-carboxamide